(±)-(1S,2S)-2-(((6-(5-(((5-(Cyclopropylmethyl)-1,2,4-oxadiazol-3-yl)amino)methyl)-1-methyl-1H-1,2,3-triazol-4-yl)-2-methylpyridin-3-yl)oxy)methyl)cyclobutane-1-carboxylic acid C1(CC1)CC1=NC(=NO1)NCC1=C(N=NN1C)C1=CC=C(C(=N1)C)OC[C@@H]1[C@H](CC1)C(=O)O |r|